C(CCCCCCC\C=C/CCCCCCCC)N[C@@H](CC1=CC=C(C=C1)O)C(=O)O Oleyl-Tyrosine